methyl 4-(2-((tert-butyldimethylsilyl)oxy)-1-(thiazol-4-ylmethoxy)ethyl)-2-methylbenzoate [Si](C)(C)(C(C)(C)C)OCC(OCC=1N=CSC1)C1=CC(=C(C(=O)OC)C=C1)C